N(=[N+]=[N-])CCOCCOCCOCCOCCC(=O)N(CCOCCOCCOCCOCCC(NCCNC(OC(C)(C)C)=O)=O)CCOCCOCCOCCOCCC(NCCNC(OC(C)(C)C)=O)=O di-tert-Butyl (19-(1-azido-3,6,9,12-tetraoxapentadecan-15-oyl)-4,34-dioxo-7,10,13,16,22,25,28,31-octaoxa-3,19,35-triazaheptatriacontane-1,37-diyl)dicarbamate